FC1=CC(=C(C=C1)C=1C(=NC(=CC1)C=1C=NN(C1)C)C1=NN2C(CNCC2)=C1)OC(C)C 2-[3-(4-fluoro-2-isopropoxy-phenyl)-6-(1-methylpyrazol-4-yl)-2-pyridyl]-4,5,6,7-tetrahydropyrazolo[1,5-a]pyrazine